FC1=C(C=NC=C1)C=1C(=NN(C1C)C)C(=O)OC(C)(C)C Tert-butyl 4-(4-fluoropyridin-3-yl)-1,5-dimethyl-1H-pyrazole-3-carboxylate